C(C)OCCN(CC[C@@H](C(=O)O)NC(C1=NC=C(C=C1C(F)(F)F)F)=O)CCCCC1=NC=2NCCCC2C=C1 (S)-4-((2-ethoxyethyl)(4-(5,6,7,8-tetrahydro-1,8-naphthyridin-2-yl)butyl)amino)-2-(5-fluoro-3-(trifluoromethyl)picolinamido)butanoic acid